BrC1=CC(=NC=C1)CNC(=O)C=1C=C(C=CC1)NC(OC(C)(C)C)=O tert-butyl (3-(((4-bromopyridin-2-yl)methyl)carbamoyl)phenyl)carbamate